7-bromo-4-tert-butoxy-6-cyclopropyl-2-(ethylsulfanyl)-8-[(1S)-1-phenylethoxy]quinazoline BrC1=C(C=C2C(=NC(=NC2=C1O[C@@H](C)C1=CC=CC=C1)SCC)OC(C)(C)C)C1CC1